2-chloro-N-(2-isobutyl-5-methylphenyl)acetamide ClCC(=O)NC1=C(C=CC(=C1)C)CC(C)C